1,3,7,7-tetramethyl-2-oxabicyclo[4.4.0]-5-decen-9-one CC12OC(CC=C2C(CC(C1)=O)(C)C)C